COC1=CC(=C(C(=O)OC(C)(C)C)C=C1OC)[N+](=O)[O-] tert-butyl 4,5-dimethoxy-2-nitrobenzoate